2-((4-(((S)-2-hydroxy-1-phenylethyl)amino)-5-(3-(quinuclidin-4-yl)-1,2,4-oxadiazol-5-yl)pyridin-2-yl)amino)-7,7-dimethyl-5,7-dihydrofuro[3,4-b]pyridin-5-ol OC[C@H](C1=CC=CC=C1)NC1=CC(=NC=C1C1=NC(=NO1)C12CCN(CC1)CC2)NC2=CC=C1C(=N2)C(OC1O)(C)C